BrCC1=C(OC=C1)C1=NC(=NC=C1)SC 4-(3-(bromomethyl)furan-2-yl)-2-(methylthio)pyrimidine